FC1=CC(=C(C(=C1)C(C)C)NC(=O)[N-]S(=O)(=O)C=1C=NN2C1OC[C@@H](C2)OC)C(C)C.[Na+] sodium (R)-((4-fluoro-2,6-diisopropylphenyl)carbamoyl)((6-methoxy-6,7-dihydro-5H-pyrazolo[5,1-b][1,3]oxazin-3-yl)sulfonyl)amide